ClC=1C(=NC(=NC1)NC1=CC=C(C=C1)CN1CCOCC1)N1C=C(C2=CC(=CC=C12)NC(C=C)=O)C N-[1-[5-chloro-2-[4-(morpholinomethyl)anilino]pyrimidin-4-yl]-3-methyl-indol-5-yl]prop-2-enamide